((5-(7-(((2S,5R)-5-(azetidine-1-sulfonylamino)tetrahydro-2H-pyran-2-yl)methyl)-2,7-diazaspiro[3.5]non-2-yl)-1,2,4-triazin-6-yl)oxy)-N-(2,2-difluoroethyl)-5-fluoro-N-isopropylbenzamide N1(CCC1)S(=O)(=O)N[C@@H]1CC[C@H](OC1)CN1CCC2(CN(C2)C=2N=CN=NC2OC2=C(C(=O)N(C(C)C)CC(F)F)C=C(C=C2)F)CC1